S1C=C(C=C1)C1=CC=C2C(=NNC2=C1)NC(CCC)=O N-(6-(thiophen-3-yl)-1H-indazol-3-yl)butyramide